SCCC(=O)OCC(COC(CCS)=O)(COCC(COC(CCS)=O)(COC(CCS)=O)COC(CCS)=O)COC(CCS)=O dipentaerythritol hexa(β-mercaptopropionate)